C1=NC2=C(N1[C@H]3[C@@H]([C@@H]([C@H](O3)COP(=O)(O)OP(=O)(O)O)O)O)N=C(NC2=O)N The molecule is a purine ribonucleoside 5'-diphosphate resulting from the formal condensation of the hydroxy group at the 5' position of guanosine with pyrophosphoric acid. It has a role as an Escherichia coli metabolite, a mouse metabolite and an uncoupling protein inhibitor. It is a guanosine 5'-phosphate and a purine ribonucleoside 5'-diphosphate. It is a conjugate acid of a GDP(2-).